O.O.C(CCCC(=O)O)(=O)O.N1C=NC(=C1)CCNC(CC(=O)NCCC=1N=CNC1)=O N,N'-bis-[2-(1H-imidazol-4-yl)ethyl]propanediamide glutarate dihydrate